CN1C(N(C=C1)[C@H]1CN(CCC1)C=1N=NC(=CN1)C(=O)N)=O 3-((R)-3-(3-methyl-2-oxoimidazol-1-yl)piperidin-1-yl)-1,2,4-triazine-6-carboxamide